CCCCCCCCCCCCCCCCCCC=C eicosene